2-chloro-4-((3S)-8-(4-(4-(1-(2-(2,6-dioxopiperidin-3-yl)-3-oxoisoindolin-5-yl)azetidin-3-yl)piperazine-1-carbonyl)phenyl)-3-methyl-2,8-diazaspiro[4.5]decan-2-yl)benzonitrile ClC1=C(C#N)C=CC(=C1)N1CC2(C[C@@H]1C)CCN(CC2)C2=CC=C(C=C2)C(=O)N2CCN(CC2)C2CN(C2)C=2C=C1C(N(CC1=CC2)C2C(NC(CC2)=O)=O)=O